(E)-(3-fluoro-2-(mercaptomethyl) allyl) carbamate C(N)(OC/C(=C\F)/CS)=O